C(C)OC1=NC=CC(=C1)C1(CC(C1)C)C1=NN=CN1C 2-ethoxy-4-[3-methyl-1-(4-methyl-4H-1,2,4-triazol-3-yl)cyclobutyl]pyridine